(S)-N-(1-(Azetidin-1-yl)pentan-2-yl)-2,4-dichloro-N-methylbenzamide N1(CCC1)C[C@H](CCC)N(C(C1=C(C=C(C=C1)Cl)Cl)=O)C